6-[(4-Cyanopyridin-2-yl)amino]-4-{[3-methoxy-4-(2-methyl-2H-1,2,3,4-tetrazol-5-yl)pyridin-2-yl]amino}-N-(2H3)methylpyridin-3-carboxamid C(#N)C1=CC(=NC=C1)NC1=CC(=C(C=N1)C(=O)NC([2H])([2H])[2H])NC1=NC=CC(=C1OC)C=1N=NN(N1)C